(4-methylbenzyl)oxylpyrimidin-4-amine CC1=CC=C(COC2=NC=CC(=N2)N)C=C1